C(C)OC(C)OCC1OC1 2-[(1-Ethoxyethoxy)methyl]oxirane